4-methacryloxyphenyl-sodium C(C(=C)C)(=O)OC1=CC=C(C=C1)[Na]